2-aminonaphthalene-4,8-disulfonic acid boron [B].NC1=CC2=C(C=CC=C2C(=C1)S(=O)(=O)O)S(=O)(=O)O